Benzyl 4-[[[1-[(2,4-dimethoxyphenyl)methylamino]-5-isoquinolyl]amino]methyl]-1-[(1-methyl-2-oxo-4-pyridyl)oxymethyl]-2-azabicyclo[2.1.1]hexane-2-carboxylate COC1=C(C=CC(=C1)OC)CNC1=NC=CC2=C(C=CC=C12)NCC12CN(C(C1)(C2)COC2=CC(N(C=C2)C)=O)C(=O)OCC2=CC=CC=C2